6-(3-isopropyl-5-(2-(oxetan-3-yl)octahydrocyclopenta[c]pyrrol-5-yl)-1H-indol-2-yl)-7,8-dimethyl-[1,2,4]triazolo[4,3-a]pyridine C(C)(C)C1=C(NC2=CC=C(C=C12)C1CC2C(CN(C2)C2COC2)C1)C=1C(=C(C=2N(C1)C=NN2)C)C